C1CCC2=C(C=3CCCC3C=C12)NC(=O)NS(=O)(=O)\C=C\[C@H]1N(CCC1)CC=1SC=CC1 (S,E)-N-((1,2,3,5,6,7-Hexahydro-s-indacen-4-yl)carbamoyl)-2-(1-(thiophen-2-ylmethyl)-pyrrolidin-2-yl)ethen-1-sulfonamid